Tert-butyl (4-(1,3-difluoropropan-2-yl)morpholin-2-yl)methylcarbamate FCC(CF)N1CC(OCC1)CNC(OC(C)(C)C)=O